ClC1=NC=C(C(=N1)Cl)N 2,4-dichloropyrimidin-5-ylamine